3-[(2-chloro-6-fluorophenyl)methyl]-4-[(4-fluorophenyl)methyl]-4,5-dihydro-1,2,4-thiadiazol-5-one ClC1=C(C(=CC=C1)F)CC1=NSC(N1CC1=CC=C(C=C1)F)=O